BrC1=C(C=CC=C1CSC1=NC(=CC(=N1)OC)OC)C1=CC=CC=C1 2-(((2-bromo-[1,1'-biphenyl]-3-yl)methyl)thio)-4,6-dimethoxypyrimidine